(1r,4r)-N1-(5-chloro-4-(5-(cyclopropylmethyl)-1-methyl-1H-pyrazol-4-yl)pyrimidin-2-yl)cyclohexane-1,4-diamine dihydrochloride Cl.Cl.ClC=1C(=NC(=NC1)NC1CCC(CC1)N)C=1C=NN(C1CC1CC1)C